3-(6-bromo-2-oxo-benzo[cd]indol-1(2H)-yl)piperidine-2,6-dione BrC=1C=2C3=C(C(N(C3=CC1)C1C(NC(CC1)=O)=O)=O)C=CC2